1,2-dihydroxyoctadecane OCC(CCCCCCCCCCCCCCCC)O